2-(3-iodopropyl)-thiophene ICCCC=1SC=CC1